(2,6,6-trimethylcyclohex-1-yl)non-2,4,6,8-tetraen-1-ol CC1C(C(CCC1)(C)C)C(C=CC=CC=CC=C)O